O1C(CCCC1)O[C@@H](C)C=1N(C=CN1)CC1=NOC(=C1)C1=CC=C(C=N1)C#CC#CC1CN(C1)C(=O)OC(C)(C)C tert-butyl 3-((6-(3-((2-((1S)-1-((tetrahydro-2H-pyran-2-yl)oxy)ethyl)-1H-imidazol-1-yl)methyl)isoxazol-5-yl)pyridin-3-yl)butane-1,3-diyn-1-yl)azetidine-1-carboxylate